[Na].C12(C(CC(CC1)C2)C(=O)O)C(=O)O bicyclo[2.2.1]heptanedicarboxylic acid sodium